NC1=NC=C(C=2N=C(N=CC21)NC2(CCOCC2)C)C=2C(=C(C=CC2)O)F (5-amino-2-((4-methyltetrahydro-2H-pyran-4-yl)amino)pyrido[4,3-d]pyrimidin-8-yl)-2-fluorophenol